FC(C1=CC2=C(N=C(N=C2)NC2(CCN(CC2)S(=O)(=O)C([2H])([2H])[2H])[2H])N(C1=O)[C@H]1[C@](CCC1)(C)O)F (-)-6-(difluoromethyl)-8-((1R,2R)-2-hydroxy-2-methylcyclopentyl)-2-((1-((methyl-d3)sulfonyl)piperidin-4-yl-4-d)amino)pyrido[2,3-d]pyrimidin-7(8H)-one